ClC=1C(=C(NC=2C3=C(N=CN2)C=C(C(=N3)N3[C@@H]2CN([C@H](C3)C2)C(=O)OC(C)(C)C)F)C=CC1OC1CC1)F tert-Butyl (1S,4S)-5-[4-[3-chloro-4-(cyclopropoxy)-2-fluoro-anilino]-7-fluoro-pyrido[3,2-d]pyrimidin-6-yl]-2,5-diazabicyclo[2.2.1]heptane-2-carboxylate